ClC1=C(C=CC=2C3=C(NC12)CCN([C@@H]3C)C(=O)C=3NC(=CN3)OC)Cl (R)-(6,7-dichloro-1-methyl-1,3,4,5-tetrahydro-2H-pyrido[4,3-b]indol-2-yl)(5-methoxy-1H-imidazol-2-yl)methanone